4-methyl-5-oxo-6-((1-((2-(trimethylsilyl)ethoxy)methyl)-1H-indazol-4-yl)methyl)-5,6-dihydro-4H-thiazolo[5',4':4,5]Pyrrolo[2,3-d]Pyridazine-2-sulfonamide CN1C2=C(C3=C1C(N(N=C3)CC3=C1C=NN(C1=CC=C3)COCC[Si](C)(C)C)=O)SC(=N2)S(=O)(=O)N